CC=1CN(OCC1C)C(=O)OC(C)(C)C tert-Butyl 4,5-dimethyl-3,6-dihydro-2H-1,2-oxazine-2-carboxylate